C(C)(C)(C)[Si](C1=CC=CC=C1)(C1=CC=CC=C1)OC1CC=CC1 tert-butyl(cyclopent-3-en-1-oxy)diphenylsilane